1-(2-(piperazin-1-yl)acetyl)-1',4'-dihydro-2'h-spiro[pyrrolidine-2,3'-quinoline]-2'-one N1(CCNCC1)CC(=O)N1CCCC12C(NC1=CC=CC=C1C2)=O